Cl.ClC1=C(C=CC(=C1)Cl)C=1CCCC2=C(C1C1=CC(=C(C(=C1)C)CC1CN(C1)CCCF)C)C=CC(=C2)C(=O)O 8-(2,4-dichlorophenyl)-9-(4-((1-(3-fluoropropyl)azetidin-3-yl)methyl)-3,5-dimethylphenyl)-6,7-dihydro-5H-benzo[7]annulene-3-carboxylic acid hydrochloride